C(C)(=O)[O-].C[NH+]1CC(CC1)CCCC 1-Methyl-3-butylpyrrolidinium acetat